methyl 4-(2-fluorobenzoyl)-1H-pyrrole-2-carboxylate FC1=C(C(=O)C=2C=C(NC2)C(=O)OC)C=CC=C1